CC(CP(O)=O)CC(C)(C)C (2,4,4-trimethylpentyl)phosphinic acid